(4-bromophenyl)diphenyl-sulfonium BrC1=CC=C(C=C1)[S+](C1=CC=CC=C1)C1=CC=CC=C1